4-(pyridin-2-yl)-1,2,3-triazole N1=C(C=CC=C1)C=1N=NNC1